CN(C(C#CC=O)=O)C N,N-dimethyl-4-oxobut-2-ynamide